C(C)(C)(C)N(C(O)=O)C1CCN(CC1)S(=O)(=O)C1=C(C(=CC=C1)C#N)C(F)(F)F.C(C)C1=CC=C(C=C1)C(C)=O 1-(4-ethylphenyl)ethanone tert-Butyl-(1-((3-cyano-2-(trifluoromethyl)phenyl)sulfonyl)piperidin-4-yl)carbamate